C1C2CC3CC1CC(C2)(C3)I (3s,5s,7s)-1-iodoadamantane